FC(CN1N=CC=2C1=NC(=CN2)NC2C[C@@H]1[C@@H](CN(C1)C1=NC=C(C=N1)C(F)(F)F)C2)F 1-(2,2-difluoroethyl)-N-((3aR,5s,6aS)-2-(5-(trifluoromethyl)pyrimidin-2-yl)octahydrocyclopenta[c]pyrrol-5-yl)-1H-pyrazolo[3,4-b]pyrazin-6-amine